FC1=C(N)C(=CC(=C1C)OC1=CC2=C(N(N=N2)C)C=C1)OC 2-fluoro-6-methoxy-3-methyl-4-((1-methyl-1H-benzo[d][1,2,3]triazol-5-yl)oxy)aniline